Diethyl (4-((3-nitro-9H-carbazole-9-yl)methyl)benzyl)phosphonate [N+](=O)([O-])C=1C=CC=2N(C3=CC=CC=C3C2C1)CC1=CC=C(CP(OCC)(OCC)=O)C=C1